C(CCC)C1N(S(C2=C(N(C1)C1=CC=CC=C1)C=C(C(=C2)OC2CC(C2)C(=O)O)SC)(=O)=O)C 3-((3-butyl-2-methyl-7-(methylthio)-1,1-dioxido-5-phenyl-2,3,4,5-tetrahydrobenzo[f][1,2,5]thiadiazepin-8-yl)oxy)cyclobutane-1-carboxylic acid